tert-butyl (S)-(8-hydroxy-5-methyl-4-oxo-2,3,4,5-tetrahydrobenzo[b][1,4]oxazepin-3-yl)carbamate OC=1C=CC2=C(OC[C@@H](C(N2C)=O)NC(OC(C)(C)C)=O)C1